COC(=O)CCSCCO[C@H]1[C@@H]([C@H]([C@@H]([C@H](O1)CO)O[C@H]2[C@@H]([C@H]([C@H]([C@H](O2)CO)O[C@@H]3[C@@H]([C@H]([C@H]([C@H](O3)CO)O)O)O)O)O)O)O The molecule is a glycoside that consists of alpha-D-galactosyl-(1->4)-beta-D-galactosyl-(1->4)-beta-D-glucose having a 2-(2-methoxycarbonylethylthio)ethyl (CETE) moiety attached to the reducing end anomeric centre. It is a glycoside, a carbohydrate acid ester, an aliphatic sulfide, a trisaccharide derivative and a methyl ester.